(spirobifluorenyl)[di(Phenyl)triazinylphenyl]dibenzoselenophene C12(C(=CC=C3C4=CC=CC=C4C=C13)C1=C(C3=C([Se]C4=C3C=CC=C4)C=C1)C1=C(C(=C(C=C1)C1=CC=CC=C1)C1=CC=CC=C1)C1=NN=NC=C1)C=CC=C1C4=CC=CC=C4C=C12